(1R,3S,4R)-N-((R)-1-cyano-2-((R)-2-oxopiperidin-3-yl)ethyl)-2-(2,7-dichloro-9-hydroxy-9H-fluorene-9-carbonyl)-5,5-difluoro-2-azabicyclo[2.2.2]octane-3-carboxamide C(#N)[C@@H](C[C@@H]1C(NCCC1)=O)NC(=O)[C@H]1N([C@H]2CC([C@@H]1CC2)(F)F)C(=O)C2(C1=CC(=CC=C1C=1C=CC(=CC21)Cl)Cl)O